CC1=CC=C(C=C1)S(=O)(=O)N1C(=CSC1)C(=O)OCC1=CC=CC=C1 benzyl (3R)-4-(p-toluenesulfonyl)-1,4-thiazole-3-carboxylate